C(CCC)[N+](CCCC)(CCCC)CCCC.P(=O)(OCCCC)([O-])[O-].C(CCC)[N+](CCCC)(CCCC)CCCC butyl phosphate tetrabutyl-ammonium salt